1-chloro-2-benzenesulfonate ClC1=C(C=CC=C1)S(=O)(=O)[O-]